OC1=C2C(CC(OC2=CC(=C1)OC)C1=CC(=C(C=C1)OC)OC)=O 5-hydroxy-7,3',4'-trimethoxy-flavanone